CC(CC)(OC1CN(C1)C1=CC=C(C=N1)C(=O)N1CCN(CC1)C=1OC=2C(=NC(=CC2)C)N1)C [6-[3-(1,1-dimethylpropoxy)azetidin-1-yl]-3-pyridyl]-[4-(5-methyloxazolo[4,5-b]pyridin-2-yl)piperazin-1-yl]methanone